N-pyrimidin-4-yl-6-[rac-(1S,2S,4S)-4-[4-chloro-3-(trifluoromethyl)phenyl]-2-(dimethylamino)cyclohexoxy]-pyridine-3-sulfonamide formate salt C(=O)O.N1=CN=C(C=C1)NS(=O)(=O)C=1C=NC(=CC1)O[C@@H]1[C@H](C[C@H](CC1)C1=CC(=C(C=C1)Cl)C(F)(F)F)N(C)C |r|